BrCCCCCCO[Si](OC(OCCCCCCCCCCCCCCCC)CCCCCCC\C=C/C\C=C/CCCCC)(C)C 1-bromo-10-((8Z,11Z)-heptadeca-8,11-dien-1-yl)-8,8-dimethyl-7,9,11-trioxa-8-silaheptacosane